FC1=C(C(=CC=C1)F)S(=O)(=O)NC=1C(=NC=C(C1)C=1C=C2C(=NC=NC2=CC1)N1CC2(CN(C2)C(C(=C)F)=O)CC1)OC 2,6-difluoro-N-(5-(4-(2-(2-fluoroacryloyl)-2,6-diazaspiro[3.4]octan-6-yl)quinazolin-6-yl)-2-methoxypyridin-3-yl)benzenesulfonamide